C[C@](N)(CC1=CNC2=CC=CC=C12)C(=O)O α-Methyl-tryptophane